α-methyl-p-tyrosine CC(N)(CC1C=CC(O)=CC=1)C(=O)O